3-(benzyloxymethyl)-1-[(2R,6S)-6-[[bis(4-methoxyphenyl)-phenyl-methoxy]methyl]-6-(triisopropylsilyloxymethyl)-1,4-dioxan-2-yl]-5-methyl-pyrimidine-2,4-dione C(C1=CC=CC=C1)OCN1C(N(C=C(C1=O)C)[C@@H]1O[C@](COC1)(CO[Si](C(C)C)(C(C)C)C(C)C)COC(C1=CC=CC=C1)(C1=CC=C(C=C1)OC)C1=CC=C(C=C1)OC)=O